(3S)-β-amino-N-cyclopropyl-2-hydroxy-5-phenylpentanamide hydrochloride Cl.N[C@H](C(C(=O)NC1CC1)O)CCC1=CC=CC=C1